5-Methyl 2-((1r,4r)-4-((benzyloxy)methyl)cyclohexyl)-6-bromobenzo[d]oxazole-5-carboxylate C(C1=CC=CC=C1)OCC1CCC(CC1)C=1OC2=C(N1)C=C(C(=C2)Br)C(=O)OC